2-(4,6-dimethoxypyrimidine-5-carboxamido)-N,N-dimethyl-7-(trifluoromethyl)spiro[chromeno[4,3-d]thiazole-4,1'-cyclohexane]-4'-carboxamide COC1=NC=NC(=C1C(=O)NC=1SC2=C(N1)C=1C=CC(=CC1OC21CCC(CC1)C(=O)N(C)C)C(F)(F)F)OC